tert-butyl (S)-2-carbamoyl-4-methylenepyrrolidine-1-carboxylate C(N)(=O)[C@H]1N(CC(C1)=C)C(=O)OC(C)(C)C